2-(2,6-dioxo-piperidin-3-yl)-isoindole-1,3-dione O=C1NC(CCC1N1C(C2=CC=CC=C2C1=O)=O)=O